3-(pyridazin-3-yl)propanoate N1=NC(=CC=C1)CCC(=O)[O-]